O=C1NC(CCC1N1C(C2=CC=C(C=C2C1=O)N1CCC(CC1)N1CCC(CC1)NC(C1=NC=C(C=C1)N1CCN(CC1)CC=1C=NC=2C=C(C(NC2C1)=O)CC)=O)=O)=O N-(1'-(2-(2,6-dioxopiperidin-3-yl)-1,3-dioxoisoindolin-5-yl)-[1,4'-bipiperidin]-4-yl)-5-(4-((7-ethyl-6-oxo-5,6-dihydro-1,5-naphthyridin-3-yl)methyl)piperazin-1-yl)picolinamide